7-(5-fluoro-2-(((3S,4R)-3-hydroxytetrahydro-2H-pyran-4-yl)amino)pyrimidin-4-yl)-1-isopropyl-2-((((S)-tetrahydro-2H-pyran-3-yl)amino)methyl)quinolin-4(1H)-one FC=1C(=NC(=NC1)N[C@H]1[C@@H](COCC1)O)C1=CC=C2C(C=C(N(C2=C1)C(C)C)CN[C@@H]1COCCC1)=O